N-(2-((3R,4S)-4-(2-(dimethylamino)ethoxy)-3-fluoropiperidin-1-yl)pyrimidin-4-yl)-5-isopropyl-8-((R)-2-methylazetidin-1-yl)-2,7-naphthyridin-3-amine CN(CCO[C@@H]1[C@@H](CN(CC1)C1=NC=CC(=N1)NC=1N=CC2=C(N=CC(=C2C1)C(C)C)N1[C@@H](CC1)C)F)C